C(C)=C1C2C3CC=CC4C3(C(C1)C2)C4 8-ethylidenetetracyclo[4.4.0.12,1.17,10]dodeca-3-ene